NCCCC(=O)[O-] γ-Aminobutyrat